tert-butyl 4-(4-(((1r,4r)-4-aminocyclohexyl)amino)phenyl)piperazine-1-carboxylate NC1CCC(CC1)NC1=CC=C(C=C1)N1CCN(CC1)C(=O)OC(C)(C)C